1-ethyl-3-(3-((4-(2-methyl-6-(1H-pyrazol-1-yl)pyridin-3-yl)piperazin-1-yl)methyl)isoxazol-5-yl)urea C(C)NC(=O)NC1=CC(=NO1)CN1CCN(CC1)C=1C(=NC(=CC1)N1N=CC=C1)C